1-(5-(tert-butyl)isoxazol-3-yl)-3-(4-(imidazo[1,2-a]pyridine-3-carbonyl)phenyl)urea C(C)(C)(C)C1=CC(=NO1)NC(=O)NC1=CC=C(C=C1)C(=O)C1=CN=C2N1C=CC=C2